Cl.Cl.C(C)(=O)C1=CC2=C(O1)C(=C1C=CC=CC1=C2OC(=O)NCCNCCC(=O)O)OC(=O)NCCNCCC(=O)O 3,3'-((((((2-Acetylnaphtho[2,3-b]furan-4,9-diyl)bis(oxy))bis(carbonyl))bis-(azanediyl))bis(ethane-2,1-diyl))bis(azanediyl))dipropionic Acid dihydrochloride